Cl.COC1=C(C(=CC=C1)OC)S(=O)(=O)NC1=NOC2=C1C(=CC(=C2)C=2N=C(SC2)N2CCNCC2)OC 2,6-dimethoxy-N-(4-methoxy-6-(2-(piperazin-1-yl)thiazol-4-yl)benzo[d]isoxazol-3-yl)benzenesulfonamide hydrochloride